ClC1=CC2=C(C=N1)CN(C2)C(=O)OC(C)(C)C tert-butyl 6-chloro-1,3-dihydropyrrolo[3,4-c]pyridine-2-carboxylate